benzyl-dimethyl-phenyl-ammonium nitrate [N+](=O)([O-])[O-].C(C1=CC=CC=C1)[N+](C1=CC=CC=C1)(C)C